7-{7-[(3S,4S)-3-fluoro-2,2,6,6-tetramethylpiperidin-4-yl]-6,7-dihydro-5H-pyrrolo[2,3-c]pyridazin-3-yl}-6-hydroxy-4H-1-benzopyran-4-one F[C@@H]1C(NC(C[C@@H]1N1CCC2=C1N=NC(=C2)C2=CC1=C(C(C=CO1)=O)C=C2O)(C)C)(C)C